C(=O)(O)CCN[C@@H](CCCCN)C(=O)O N-(carboxyethyl)lysine